FC1=C(C=C(C(=C1)C(CO)(C)C)O)CC(=O)NC1=CC(=NC=C1)C(=O)NC1(CCOCC1)C 4-[[2-[2-Fluoro-5-hydroxy-4-(2-hydroxy-1,1-dimethyl-ethyl)phenyl]acetyl]amino]-N-(4-methyltetrahydropyran-4-yl)pyridine-2-carboxamide